C(=O)(O)CN1CCN(CCN(CCN(CC1)CC(=O)ON1C(CCC1=O)=O)CC(=O)O)CC(=O)O 2-[4,10-bis(carboxymethyl)-7-[2-(2,5-dioxopyrrolidin-1-yl)oxy-2-oxoethyl]-1,4,7,10-tetrazacyclododec-1-yl]acetic acid